(R)-1-(1-(oxetan-3-yl)ethyl)-N-((5-phenyl-1,3,4-thiadiazol-2-yl)methyl)-1H-1,2,3-triazole-4-carboxamide O1CC(C1)[C@@H](C)N1N=NC(=C1)C(=O)NCC=1SC(=NN1)C1=CC=CC=C1